FC1(CC(C1)(C)CN1N=C(C(=C1C(=O)OC)I)C12CC(C1)(C2)F)F Methyl 1-((3,3-difluoro-1-methylcyclobutyl)methyl)-3-(3-fluorobicyclo[1.1.1]pentan-1-yl)-4-iodo-1H-pyrazole-5-carboxylate